4-acetyl-7-benzyl-1-isobutyl-N-(3-methylbenzyl)octahydro-6H-3,6-methanopyrrolo[3,2-c]pyridine-6-carboxamide C(C)(=O)C1NC2(C(C3C1C(CN3CC(C)C)C2)CC2=CC=CC=C2)C(=O)NCC2=CC(=CC=C2)C